N[C@H]1C[C@H](N(C1)C(C1=CC=CC=C1)=O)C(=O)O (2S,4S)-4-amino-1-benzoyl-pyrrolidine-2-carboxylic acid